FC1=C(C=CC(=C1C=O)F)B(O)O (2,4-difluoro-3-formylphenyl)boronic acid